ClC=1C(=CC2=C(C=3N([C@@H](CO2)C(C)C)C=C(C(C3)=O)C(=O)O)C1)OCCCOC (R)-2-chloro-7-isopropyl-3-(3-methoxypropoxy)-11-oxo-6,7-dihydro-11H-benzo[f]pyrido[1,2-d][1,4]oxazepine-10-carboxylic acid